5-(1,4-Dioxa-8-azaspiro[4.5]decan-8-yl)pyridine-2-carboxylic acid O1CCOC12CCN(CC2)C=2C=CC(=NC2)C(=O)O